L-serinylglycinyl-L-aspartyl-L-glutamineyl-L-prolyl-L-phenylalaninyl-L-lysyl-L-aspartic acid N[C@@H](CO)C(=O)NCC(=O)N[C@@H](CC(=O)O)C(=O)N[C@@H](CCC(N)=O)C(=O)N1[C@@H](CCC1)C(=O)N[C@@H](CC1=CC=CC=C1)C(=O)N[C@@H](CCCCN)C(=O)N[C@@H](CC(=O)O)C(=O)O